C12C(CC(CC1)C2)S 2-bicyclo[2.2.1]heptanethiol